2-methyl-6-(trifluoromethyl)imidazo[1,2-a]pyridin CC=1N=C2N(C=C(C=C2)C(F)(F)F)C1